tert-butyl (2-hydroxy-2-methyl-1-(5-((1-methylcyclopentyl)methoxy)pyridin-2-yl)propyl)carbamate OC(C(C1=NC=C(C=C1)OCC1(CCCC1)C)NC(OC(C)(C)C)=O)(C)C